7-(methylthio)-4-p-toluenesulfonyl-8b-(trifluoromethyl)-3,3a,4,8b-tetrahydro-2H-furo[3,2-b]indole-3-carboxylate CSC1=CC=2C3(C(N(C2C=C1)S(=O)(=O)C1=CC=C(C)C=C1)C(CO3)C(=O)[O-])C(F)(F)F